CC(CCCNC(OC(C)(C)C)=O)(CCCNC(OC(C)(C)C)=O)[N+](=O)[O-] di-tert-butyl (4-methyl-4-nitroheptane-1,7-diyl)dicarbamate